FC(C(=O)O)(F)F.O=C1NC(CCC1N1C(C2=CC=C(C=C2C1=O)N1CCNCC1)=O)=O 2-(2,6-dioxo-3-piperidyl)-5-piperazin-1-yl-isoindoline-1,3-dione trifluoroacetic acid salt